ClC1=NC=C(C(=C1)N1C[C@H](CCC1)NC(OC(C)(C)C)=O)CCC=1C=NN(C1)CC(F)(F)F tert-Butyl (S)-(1-(2-chloro-5-((1-(2,2,2-trifluoroethyl)-1H-pyrazol-4-yl)ethanyl)pyridin-4-yl)piperidin-3-yl)carbamate